4-((8-oxa-2-azaspiro[4.5]decan-2-yl)methyl)phenyl-4-chlorobenzamide C1N(CCC12CCOCC2)CC2=CC=C(C=C2)C2=C(C(=O)N)C=CC(=C2)Cl